1,3-dimethylenebenzene C=C1CC(CC=C1)=C